2-Cyclopropoxy-4-fluorophenol C1(CC1)OC1=C(C=CC(=C1)F)O